7-bromo-1-methylquinazoline-2,4(1H,3H)-dione BrC1=CC=C2C(NC(N(C2=C1)C)=O)=O